Cl.CN(CC)C N,N-dimethyl-ethanamine hydrochloride